C(C1=CC=CC=C1)OC1=CC=CC2=C1N(C(N2)=O)C 7-(benzyloxy)-1-methyl-1,3-dihydro-2H-benzo[d]imidazol-2-one